Tert-Butyl (3-azabicyclo[3.1.1]heptan-1-yl)carbamate C12(CNCC(C1)C2)NC(OC(C)(C)C)=O